(R/S)-N-[(3S,4S)-8-[5-bromo-3-(hydroxymethyl)-6-methyl-pyrazin-2-yl]-3-methyl-2-oxa-8-azaspiro[4.5]decan-4-yl]-2-methyl-propane-2-sulfinamide BrC=1N=C(C(=NC1C)N1CCC2([C@@H]([C@@H](OC2)C)N[S@](=O)C(C)(C)C)CC1)CO |&1:18|